(S)-2-(1-palmitoylpyrrolidin-2-amido)acetic acid C(CCCCCCCCCCCCCCC)(=O)N1[C@@H](CCC1)C(=O)NCC(=O)O